ClC=1C=C(C=CC1F)NC(N([C@H](C)C1=CNC(C2=CC=CC=C12)=O)CCS(=O)(=O)C)=O |r| Racemic-3-(3-chloro-4-fluorophenyl)-1-(2-(methylsulfonyl)ethyl)-1-(1-(1-oxo-1,2-dihydroisoquinolin-4-yl)ethyl)urea